2-bromoethyl-2-((6aR,10aR)-6a,7,10,10a-tetrahydro-1-hydroxy-6,6,9-trimethyl-6H-benzo[c]chromen-3-yl)-2-methylpropanoate BrCCOC(C(C)(C)C1=CC(=C2[C@H]3[C@H](C(OC2=C1)(C)C)CC=C(C3)C)O)=O